2-oxoindolin O=C1NC2=CC=CC=C2C1